C/C(/C=O)=C\C(CC=C(C)C)(C=1SC(=CC1)C)C (E)-2,4,7-trimethyl-4-(5-methylthiophene-2-yl)oct-2,6-dienal